NC1=NNC2=CC=C(C=C12)C1=CC(=NC=C1)NC(CC1=CC(=CC=C1)N)=O N-(4-(3-Amino-1H-indazol-5-yl)pyridin-2-yl)-2-(3-aminophenyl)acetamide